tert-butyl (3-((5-benzamido-2-((1-methyl-1H-pyrazol-4-yl)amino)pyrimidin-4-yl)amino)phenyl)carbamate C(C1=CC=CC=C1)(=O)NC=1C(=NC(=NC1)NC=1C=NN(C1)C)NC=1C=C(C=CC1)NC(OC(C)(C)C)=O